(+-)-1-[(1R,2R,8aS)-1,2,3,5,6,7,8,8a-Octahydro-1,2,8,8-tetramethylnaphthalen-2-yl]ethan-1-one C[C@H]1[C@](CC=C2CCCC([C@H]12)(C)C)(C)C(C)=O |r|